(R)-6-chloro-3-((1-(2-cyano-3-(7-(4-cyanophenyl)-2,7-diazaspiro[3.5]nonan-2-yl)-7-methylquinoxalin-5-yl)ethyl)amino)picolinic acid ClC1=CC=C(C(=N1)C(=O)O)N[C@H](C)C1=C2N=C(C(=NC2=CC(=C1)C)C#N)N1CC2(C1)CCN(CC2)C2=CC=C(C=C2)C#N